(R)-N-(4-(3-((4-(cyclopentyloxy)pyrimidin-2-yl)amino)piperidine-1-carbonyl)phenyl)acrylamide C1(CCCC1)OC1=NC(=NC=C1)N[C@H]1CN(CCC1)C(=O)C1=CC=C(C=C1)NC(C=C)=O